4-acetoxy-8-chloro-6-(2-fluorophenyl)-4H-imidazo[1,2-a][1,4]benzodiazepine-2-carboxylate C(C)(=O)OC1C=2N(C3=C(C(=N1)C1=C(C=CC=C1)F)C=C(C=C3)Cl)C=C(N2)C(=O)[O-]